7-(3-fluoro-4-(trifluoromethoxy)phenoxy)-1,5-dimethyl-1H-benzo[d]imidazole FC=1C=C(OC2=CC(=CC3=C2N(C=N3)C)C)C=CC1OC(F)(F)F